OC(=C(C#N)C#N)C1=CC=C(C=C1)OC1=CC=CC=C1 2-(hydroxy(4-phenoxyphenyl)methylene)malononitrile